7-Chloro-5-[2-isopropyl-5-(trifluoromethyl)imidazo[4,5-b]pyridin-3-yl]indolin ClC=1C=C(C=C2CCNC12)N1C(=NC=2C1=NC(=CC2)C(F)(F)F)C(C)C